FC1=C(C=CC=C1)[C@@]1(C[C@H](CC1)C1=CC=C(C=C1)C(=O)OC)C(=O)O cis-1-(2-fluorophenyl)-3-(4-(methoxycarbonyl)phenyl)cyclopentane-1-carboxylic acid